C(N)(=O)C=1C=C(C=CC1C(C(C(F)(F)F)(F)F)(F)F)NC(C1=C(C=CC(=C1)[N+](=O)[O-])I)=O N-[3-carbamoyl-4-(1,1,2,2,3,3,3-heptafluoropropyl)phenyl]-2-iodo-5-nitrobenzamide